tri[4-(dimethylamino)phenyl]methane ethyl-(S)-1-((4-(trifluoromethoxy)phenyl)sulfonamido)-2,3-dihydro-1H-indene-1-carboxylate C(C)OC(=O)[C@@]1(CCC2=CC=CC=C12)NS(=O)(=O)C1=CC=C(C=C1)OC(F)(F)F.CN(C1=CC=C(C=C1)C(C1=CC=C(C=C1)N(C)C)C1=CC=C(C=C1)N(C)C)C